C(C)(C)(C)OC(=O)N1CCC(CC1)CN1CCN(CC1)C(=O)OCC1=CC=CC=C1 Benzyl 4-((1-(tertbutoxycarbonyl)piperidin-4-yl)methyl)piperazine-1-carboxylate